4-(6-chloro-5-(2-chloroethoxy)-2,3-dihydro-1H-inden-1-yl)phenol ClC1=C(C=C2CCC(C2=C1)C1=CC=C(C=C1)O)OCCCl